methoxy-[1,1'-biphenyl]-2-carbonitrile COC1=C(C(=CC=C1)C1=CC=CC=C1)C#N